C1(=CC=CC=C1)C1CC2(OCCO2)CC(P1C1=C(C=CC=C1C1=C(C=C(C=C1C(C)C)C(C)C)C(C)C)C1=C(C=C(C=C1C(C)C)C(C)C)C(C)C)C1=CC=CC=C1 1,4-dioxa-7,9-diphenyl-8-[2,6-bis(2,4,6-triisopropylphenyl)phenyl]-8-phospha-spiro[4.5]decane